ClC1=CN=C2N1C=C(C=N2)C=2C=CN1N=C(N=CC12)N[C@@H]1CC[C@@H](CC1)OC 5-(3-chloroimidazo[1,2-a]pyrimidin-6-yl)-N-(cis-4-methoxycyclohexyl)pyrrolo[2,1-f][1,2,4]triazin-2-amine